C(C)(C)C1=C(C=CC=C1)N1CSCC1=O 3-(2-isopropylphenyl)-1,3-thiazolidin-4-one